6-Chloro-N-((1r,4r)-4-(3-chloro-4-cyano-2-methylphenoxy)cyclohexyl)pyridazine-3-carboxamide ClC1=CC=C(N=N1)C(=O)NC1CCC(CC1)OC1=C(C(=C(C=C1)C#N)Cl)C